C(C)N1C[C@@H](CCC1)NC1=NN=C(C=2N1C=CC2)C2=C(C=C(C=C2F)C)O 2-(4-{[(3R)-1-ethylpiperidin-3-yl]amino}pyrrolo[1,2-d][1,2,4]triazin-1-yl)-3-fluoro-5-methylphenol